COC=1C(=C2C=CN(C2=C(C1)C)S(=O)(=O)C1=CC=C(C)C=C1)CN1[C@@H](CNCC1)C1=CC=C(C(=O)OC)C=C1 methyl (R)-4-(1-((5-methoxy-7-methyl-1-tosyl-1H-indol-4-yl)methyl)piperazin-2-yl)benzoate